C(#C)[C@@H]1CN(C[C@H]1C=1C=NC=CC1)C(=O)OC(C)(C)C |o1:2,6| rel-tert-butyl (3R,4R)-3-ethynyl-4-(pyridin-3-yl)pyrrolidine-1-carboxylate